BrCCOC1=CC(=CC(=C1)OCCBr)OCCBr 1,3,5-tris(bromoethoxy)benzene